C1(CC1)C=1C(NC=2C=C(C=NC2C1)CN1C[C@@H](C(=CC1)C=1C=NC(=CC1)C(=O)NC)C)=O (R)-1'-((7-cyclopropyl-6-oxo-5,6-dihydro-1,5-naphthyridin-3-yl)methyl)-N,3'-dimethyl-1',2',3',6'-tetrahydro-[3,4'-bipyridine]-6-carboxamide